7-fluoro-2-[4-(2-hydroxy-ethoxy)-3,5-dimethyl-phenyl]-5-methoxy-3H-quinazolin-4-one FC1=CC(=C2C(NC(=NC2=C1)C1=CC(=C(C(=C1)C)OCCO)C)=O)OC